(3-amino-5-(trifluoromethyl)phenyl)(4-methylpiperazin-1-yl)methanone NC=1C=C(C=C(C1)C(F)(F)F)C(=O)N1CCN(CC1)C